ClC=1C=C2C=C(NC2=CC1C1=NC=C(N=C1)OC)CNC(=O)C1(CC1)NC(OC(C)(C)C)=O tert-butyl (1-(((5-chloro-6-(5-methoxypyrazin-2-yl)-1H-indol-2-yl)methyl)carbamoyl)cyclopropyl)carbamate